CN(C=1N=NC=CN1)C1C[C@H]2CCC[C@@H](C1)N2C 3-{methyl[(1R,3s,5S)-9-methyl-9-azabicyclo[3.3.1]nonan-3-yl]amino}-1,2,4-triazin